C[C@H](CC)N1N=CC(=C1)C1=C(C(=O)OC)C=C(C=C1)NC(=O)C1(CC1)C1=C(C=C(C=C1)C(F)(F)F)F Methyl 2-{1-[(2R)-butan-2-yl]-1H-pyrazol-4-yl}-5-[({1-[2-fluoro-4-(trifluoromethyl) phenyl]cyclopropyl}carbonyl) amino]benzoate